C(C)N1C2(COC2)CCC(C1)C(=O)OC methyl 5-ethyl-2-oxa-5-azaspiro[3.5]nonane-7-carboxylate